CC(C(=O)C1=CC=C(C=N1)NC(OC(C)(C)C)=O)(C)C1=CC=NC=C1 tert-Butyl (6-(2-methyl-2-(pyridin-4-yl)propionyl)pyridin-3-yl)carbamate